CC1=NC=CC=C1S(=O)(=O)NC=1N=CSC1 2-methyl-N-(thiazol-4-yl)pyridine-3-sulfonamide